FC1=CC=C(C=C1)C1=NNC2=CC(=CC=C12)N1C(CCC1=O)C1=CC=CC=C1 trans-1-(3-(4-fluorophenyl)-1H-indazol-6-yl)-5-oxo-2-phenylpyrrolidin